methyl (2R,3R)-3-((tert-butyldiphenylsilyl)oxy)-1-phenylpyrrolidine-2-carboxylate [Si](C1=CC=CC=C1)(C1=CC=CC=C1)(C(C)(C)C)O[C@H]1[C@@H](N(CC1)C1=CC=CC=C1)C(=O)OC